1-{3-bromo-2-[(2H3)methyl]tolyl}-1,4-dihydro-5-tetraazolone BrC=1C(=C(C=CC1N1N=NNC1=O)C)C([2H])([2H])[2H]